(3-fluoro-2-(pyrimidin-2-yl)phenyl)((1S,4R,6R)-6-((5-(trifluoromethyl)pyridin-2-yl)amino)-2-azabicyclo[2.2.2]octan-2-yl)methanone FC=1C(=C(C=CC1)C(=O)N1[C@@H]2[C@@H](C[C@H](C1)CC2)NC2=NC=C(C=C2)C(F)(F)F)C2=NC=CC=N2